(E)-2-(((2,6-Diisopropylphenyl)imino)methyl)-N,N-dimethylpyridin-4-amine C(C)(C)C1=C(C(=CC=C1)C(C)C)\N=C\C1=NC=CC(=C1)N(C)C